N-(2-((4-(6-(cyclohexylmethyl)-2,6-diazaspiro[3.3]heptan-2-yl)pyrimidin-5-yl)oxy)-5-fluorophenyl)-N-ethyl-isobutyramide benzyl-4-(3-formylcyclobutyl)piperazine-1-carboxylate C(C1=CC=CC=C1)OC(=O)N1CCN(CC1)C1CC(C1)C=O.C1(CCCCC1)CN1CC2(CN(C2)C2=NC=NC=C2OC2=C(C=C(C=C2)F)N(C(C(C)C)=O)CC)C1